1-(2,6-dimethoxyphenyl-2-(6-ethoxypyridin-2-yl)-1H-imidazo[4,5-b]pyrazin-6-yl)-1-(pyridin-2-yl)methanesulfonamide COC1=C(C(=CC=C1)OC)N1C(=NC=2C1=NC(=CN2)C(S(=O)(=O)N)C2=NC=CC=C2)C2=NC(=CC=C2)OCC